C(C)(C)(C)OC(NC1CCN(CC1)C1=C(C=NC2=NC=C(C=C12)C1=C(C(=CC(=C1)F)C#N)OCOC)C1=CC(=CC(=C1)C)F)=O {1-[6-(3-cyano-5-fluoro-2-methoxymethyloxy-phenyl)-3-(3-fluoro-5-methyl-phenyl)-naphthyridin-4-yl]Piperidin-4-yl}-carbamic acid tert-butyl ester